2-Oxa-7-aza-spiro[4.4]nonane-7-carboxylic acid [4-methoxy-7-(5-oxa-2-aza-spiro[3.4]oct-2-yl)-thiazolo[4,5-c]pyridin-2-yl]-amide COC1=NC=C(C2=C1N=C(S2)NC(=O)N2CC1(CCOC1)CC2)N2CC1(C2)OCCC1